tert-butyl 2-((5-(4'-(1H-1,2,4-triazol-1-yl)-[1,1'-biphenyl]-4-yl)-6-chloro-1-((2-(trimethylsilyl)ethoxy)methyl)-1H-imidazo[4,5-b]pyridin-2-yl)thio)acetate N1(N=CN=C1)C1=CC=C(C=C1)C1=CC=C(C=C1)C1=C(C=C2C(=N1)N=C(N2COCC[Si](C)(C)C)SCC(=O)OC(C)(C)C)Cl